C(=O)C1=CC=C(C=C1)S(=O)(=O)N(C1CCOCC1)C 4-formyl-N-methyl-N-(oxan-4-yl)benzene-1-sulfonamide